2-[2-(2-Chloro-3-methyl-4-pyridyl)ethynyl]-1-methyl-5-(3-pyridyl)imidazole-4-carboxamide formic acid salt C(=O)O.ClC1=NC=CC(=C1C)C#CC=1N(C(=C(N1)C(=O)N)C=1C=NC=CC1)C